N1-(5-chloro-2-(4-(pyridin-2-yloxy)piperidin-1-yl)phenyl)-N4,N4-dimethylbenzene-1,4-disulfonamide ClC=1C=CC(=C(C1)NS(=O)(=O)C1=CC=C(C=C1)S(=O)(=O)N(C)C)N1CCC(CC1)OC1=NC=CC=C1